(E)-3-(benzo[b]thiophen-3-yl)-2-methyl-1-(3,4,5-trimethoxyphenyl)prop-2-en-1-one S1C2=C(C(=C1)/C=C(/C(=O)C1=CC(=C(C(=C1)OC)OC)OC)\C)C=CC=C2